C(C)N1N=CC(=C1)C(CC)N1CCC(CC1)C=1C=C2CN(C(C2=CC1)=O)C1C(NC(CC1)=O)=O 3-(5-(1-(1-(1-ethyl-1H-pyrazol-4-yl)propyl)piperidin-4-yl)-1-oxoisoindolin-2-yl)piperidine-2,6-dione